O1C=C(C=C1)C=1C=NC=C(\C(\N)=N/O)C1 (E)-5-(Furan-3-yl)nicotinamide oxime